N-(3,4-Dimethylphenyl)-N1-(3,5-dimethylphenyl)-6-pyrrolidin-1-yl-[1,3,5]triazine-2,4-diamine hydrochloride Cl.CC=1C=C(C=CC1C)NC1N(C(=NC(=N1)N)N1CCCC1)C1=CC(=CC(=C1)C)C